N-(3-chloro-4-(4-(trifluoromethyl)-1H-1,2,3-triazol-1-yl)phenyl)acrylamide ClC=1C=C(C=CC1N1N=NC(=C1)C(F)(F)F)NC(C=C)=O